1-undecyl-2-ethylpiperidinium fluoride [F-].C(CCCCCCCCCC)[NH+]1C(CCCC1)CC